C(C)N1N=C(C(=C1)C1=C(C=CC=C1)[C@H]1C2=C(CN(C1)C(\C=C\CN(C)OC)=O)SC(=C2)C#N)C(F)(F)F (S,E)-4-(2-(1-ethyl-3-(trifluoromethyl)-1H-pyrazol-4-yl)phenyl)-6-(4-(methoxy(methyl)amino)but-2-enoyl)-4,5,6,7-tetrahydrothieno[2,3-c]pyridine-2-carbonitrile